3-((methylamino)methyl)benzoic acid CNCC=1C=C(C(=O)O)C=CC1